FC(C(C(C(C(C(C(C(C(C(F)(F)F)(F)F)(F)F)(F)F)(F)F)(F)F)(F)F)(F)F)(F)F)(F)C=C (Perfluorodecyl)ethylene